tert-butyl (3R)-3-oxaldehydoylpiperidine-1-carboxylate C(C=O)(=O)[C@H]1CN(CCC1)C(=O)OC(C)(C)C